Cl.ClCCN.ClCCN bis(2-chloroethyl-amine) hydrochloride